O1C(CCCC1)OCC1=CC=C(O1)C(C)O 1-(5-(((tetrahydro-2H-pyran-2-yl)oxy)methyl)furan-2-yl)ethanol